FC(C(C(F)(F)F)(C1=CC=C(N)C=C1)C1=CC=C(N)C=C1)(F)F 4,4'-(hexafluoro-isopropylidene)dianiline